COC1=CC=C(COCC([C@H]2CC[C@H]3[C@@H]4CC=C5CCCC[C@]5(C)[C@H]4CC[C@]23C)=O)C=C1 (4-methoxybenzyloxy)pregn-5-en-20-one